5-((2-cyclopropyl-4,7,8-trimethoxybenzopyran-5-yl)methyl)pyrimidine-2,4-diamine C1(CC1)C1OC2=C(C(=C1)OC)C(=CC(=C2OC)OC)CC=2C(=NC(=NC2)N)N